C(C)(C)(C)OC(N(C1=CC(=C(C=C1)OC)OC)C=1C=2N(C=C(N1)Br)C=CN2)=O.C(=O)C2=C(C=CC(=N2)C#N)CCOC 6-formyl-5-(2-methoxyethyl)cyanopyridine tert-butyl-(6-bromoimidazo[1,2-a]pyrazin-8-yl)(3,4-dimethoxyphenyl)carbamate